[C@H]12CN(C[C@H](CC1)N2)C=2C1=C(N=C(N2)OC(C)[C@H]2NCCC2)CN(CC1)C1=CC(=C(C2=CC=CC=C12)Cl)O 4-(4-((1R,5S)-3,8-diazabicyclo[3.2.1]octan-3-yl)-2-(1-((S)-pyrrolidin-2-yl)ethoxy)-5,8-dihydropyrido[3,4-d]pyrimidin-7(6H)-yl)-1-chloronaphthalen-2-ol